aluminum-chromium-niobium [Nb].[Cr].[Al]